FC1=CC(=C(C(C=C1)=O)O)C1OCCCC1 5-fluoro-2-hydroxy-3-(tetrahydro-2H-pyran-2-yl)cyclohepta-2,4,6-trien-1-one